(3S)-1-[(2S)-4-methyl-1-oxo-1-[(3r,6r,8S)-3-(azetidin-1-ylmethyl)-8-methyl-1,5-dioxa-9-azaspiro[5.5]undec-an-9-yl]pentan-2-yl]-3-(2-methylpropyl)piperazin-2-one CC(C[C@@H](C(N1[C@H](CC2(OCC(CO2)CN2CCC2)CC1)C)=O)N1C([C@@H](NCC1)CC(C)C)=O)C